N1C(CCC1)C1=C(C=CC=C1)C1C(C1)C#N 2-(2-(pyrrolidin-2-yl)phenyl)cyclopropane-1-carbonitrile